NCCC[SiH2]C(OC(C)C)OC(C)C 3-Aminopropyl(diisopropoxymethylsilan)